FC1=CC=C(CNC2=CC=C(C(=N2)N2CCOCC2)NC(CC2=CC(=CC=C2)OC)=O)C=C1 N-[6-(4-Fluoro-benzylamino)-2-morpholin-4-yl-pyridin-3-yl]-2-(3-methoxy-phenyl)-acetamide